N2-(2-methoxy-4-(1-methyl-1H-1,2,3-triazol-5-yl)phenyl)-6-methyl-N8-(tetrahydro-2H-pyran-4-yl)pyrido[3,4-d]pyrimidine-2,8-diamine COC1=C(C=CC(=C1)C1=CN=NN1C)NC=1N=CC2=C(N1)C(=NC(=C2)C)NC2CCOCC2